((1s,3s)-3-((5-(cinnolin-6-yl)-4-methoxy-7H-pyrrolo[2,3-d]pyrimidin-2-yl)amino)-1-methylcyclobutyl)(pyrrolidin-1-yl)methanone N1=NC=CC2=CC(=CC=C12)C1=CNC=2N=C(N=C(C21)OC)NC2CC(C2)(C)C(=O)N2CCCC2